t-butoxyaminoethoxyethanol C(C)(C)(C)ONCCOC(C)O